2-({5-chloro-1H-imidazo[4,5-b]pyridin-2-yl}methyl)-5-(2-chloro-4-methylphenyl)imidazo[1,2-a]pyridine ClC1=CC=C2C(=N1)N=C(N2)CC=2N=C1N(C(=CC=C1)C1=C(C=C(C=C1)C)Cl)C2